BrC=1C=NC(=CC1)C#N 3-bromo-6-pyridinecarbonitrile